2-{6-Chloro-2-oxo-1H,4H-pyrido[3,2-d]pyrimidin-3-yl}-N-[(1S)-1-(2,4-difluorophenyl)ethyl]acetamide ClC=1C=CC=2NC(N(CC2N1)CC(=O)N[C@@H](C)C1=C(C=C(C=C1)F)F)=O